N-((1s,3s)-3-(6-((4-(4-(2-((1-(2-(2,6-dioxopiperidin-3-yl)-1,3-Dioxoisoindolin-5-yl)piperidin-4-yl)oxy)ethyl)piperazin-1-yl)phenyl)amino)-9H-purin-9-yl)cyclobutyl)-2-phenylacetamide O=C1NC(CC[C@@H]1N1C(C2=CC=C(C=C2C1=O)N1CCC(CC1)OCCN1CCN(CC1)C1=CC=C(C=C1)NC1=C2N=CN(C2=NC=N1)C1CC(C1)NC(CC1=CC=CC=C1)=O)=O)=O